azidocholine N(=[N+]=[N-])OCC[N+](C)(C)C